CC(C(F)(F)F)O 1,1,1-trifluoroisopropanol